BrCCOC1OCCCC1 2-(2-Bromoethoxy)-tetrahydropyran